O=C1OC(CC[C@@H]1NC(C(F)(F)F)=O)=O (S)-N-(2,6-dioxotetrahydro-2H-pyran-3-yl)-2,2,2-trifluoroacetamide